tert-butyl (2R)-2-[({4-[5-(tert-butoxycarbonyl)-3-[(3-chloro-2-methoxyphenyl)amino]-4-oxo-1H,6H,7H-pyrrolo[3,2-c]pyridin-2-yl]pyridin-3-yl}oxy)methyl]azetidine-1-carboxylate C(C)(C)(C)OC(=O)N1C(C2=C(CC1)NC(=C2NC2=C(C(=CC=C2)Cl)OC)C2=C(C=NC=C2)OC[C@@H]2N(CC2)C(=O)OC(C)(C)C)=O